4-Mercaptobutyltri-methoxysilan SCCCC[Si](OC)(OC)OC